methyl 8-(2-(4-methylpiperazin-1-yl)ethyl)-8H-thieno[2,3-b]indole-2-carboxylate CN1CCN(CC1)CCN1C2=C(C3=CC=CC=C13)C=C(S2)C(=O)OC